1-(4-(3-(2-(difluoromethyl)pyridin-4-yl)-2-ethyl-1-tosyl-1H-pyrrolo[2,3-b]pyridin-5-yl)benzyl)piperidin-3-ol FC(C1=NC=CC(=C1)C1=C(N(C2=NC=C(C=C21)C2=CC=C(CN1CC(CCC1)O)C=C2)S(=O)(=O)C2=CC=C(C)C=C2)CC)F